C(CCCCCCCCCCC)(=O)OCCCCCCCCCCCCCCCCCCCCCCCCCCCCCCCCC tritriacontyl laurate